C1CCN2C1=C(C=1C=CC=CC21)C(=O)N2CC1(CCN(C1)C(=O)OC(C)(C)C)C(C2)(F)F tert-butyl 7-(2,3-dihydro-1H-pyrrolo[1,2-a]indole-9-carbonyl)-9,9-difluoro-2,7-diazaspiro[4.4]nonane-2-carboxylate